4-(2-chloroethylamino)-L-phenylalanine hydrochloride Cl.ClCCNC1=CC=C(C[C@H](N)C(=O)O)C=C1